4'-hydroxy-3,5,6,7,3'-pentamethoxyflavone OC1=C(C=C(C=2OC3=CC(=C(C(=C3C(C2OC)=O)OC)OC)OC)C=C1)OC